BrC=1C(=NN(C1C(=O)OC)C=1SC(=C(N1)C1=CC(=C(C=C1)Cl)C(=O)N1CCOCC1)SC(C)C)C Methyl 4-bromo-1-(4-(4-chloro-3-(morpholine-4-carbonyl) phenyl)-5-(isopropylsulfanyl) thiazol-2-yl)-3-methyl-1H-pyrazole-5-carboxylate